ON1C(CCC1)=O hydroxy-2-pyrrolidone